(3-iodopropyl)methyl-diisopropyloxysilane ICCC[Si](OC(C)C)(OC(C)C)C